CN(C(C=C)=O)CCCN(C=1C=CC=2N=CN=C(C2N1)NC1=CC(=C(C=C1)OC1=CC2=C(N(C=N2)C)C=C1)C)C N-Methyl-N-(3-(methyl(4-((3-methyl-4-((1-methyl-1H-benzo[d]imidazol-5-yl)oxy)phenyl)amino)pyrido[3,2-d]pyrimidin-6-yl)amino)propyl)acrylamide